3-(4-chloro-2-(trifluoromethyl)phenyl)-1-((tetrahydro-2H-pyran-4-yl)methyl)-1H-pyrrole-2,5-dione ClC1=CC(=C(C=C1)C=1C(N(C(C1)=O)CC1CCOCC1)=O)C(F)(F)F